O1C(CCC1)ON=CC1=C(C=C(C=C1)C)C 2,4-dimethylbenzaldehyde-O-2-tetrahydrofuranyl oxime